2-ethynyl-1-phenylbenzo[d]imidazole C(#C)C1=NC2=C(N1C1=CC=CC=C1)C=CC=C2